C(=O)O.C(=O)O.N=1C=C(N2C1C=CC=C2)C2=NC=C(C1=C2CNC1=O)NC1=NC(=CC=C1)N1CCN(CC1)C 4-imidazo[1,2-a]pyridin-3-yl-7-[[6-(4-methylpiperazin-1-yl)-2-pyridyl]amino]-2,3-dihydropyrrolo[3,4-c]pyridin-1-one Bisformate